FC1=CC=CC(=N1)C(C)N(C(C(=O)OC)=O)CC1=NC=C(C=C1)C(F)(F)F Methyl 2-((1-(6-fluoropyridin-2-yl)ethyl)((5-(trifluoromethyl)pyridin-2-yl)methyl)amino)-2-oxoacetate